ClCC1=NC2=C(N1C[C@H]1OCC1)C=C(C=C2OC(F)(F)F)C(=O)OC methyl (S)-2-(chloromethyl)-1-(oxetan-2-ylmethyl)-4-(trifluoromethoxy)-1H-benzo[d]imidazole-6-carboxylate